Cl.Cl.N1=CNC=2CN[C@@H](CC21)C(=O)O (S)-4,5,6,7-tetrahydro-3H-imidazo[4,5-c]pyridine-6-carboxylic acid dihydrochloride